ClC1=CC(=NC=N1)N(C(OC(C)(C)C)=O)CC=1C=C2C=CN(C2=CC1F)[Si](C(C)C)(C(C)C)C(C)C tert-butyl (6-chloropyrimidin-4-yl)((6-fluoro-1-(triisopropylsilyl)-1H-indol-5-yl)methyl)carbamate